C(CCCCCCC\C=C/CCCCCCCC)(=O)OCC(COC(CCCCCCC\C=C/CCCCCCCC)=O)(CO)COC(CN(C)C)=O 2-(((dimethylglycyl)oxy)methyl)-2-(hydroxymethyl)propane-1,3-diyl dioleate